MONO-ETHYLENE GLYCOL C(CO)O